2-(hydroxymethyl)-5-methoxytetrahydro-2H-pyran-3,4-diol OCC1OCC(C(C1O)O)OC